C(C1=CC=CC=C1)OCCCCN(CCN(CCO)CCO)CC 2,2'-((2-((4-(benzyloxy)butyl)(ethyl)amino)ethyl)azanediyl)bis(ethan-1-ol)